N-[6-(difluoromethyl)-2-pyridinyl]-2-[1-[2-[4-[4-(2,6-dioxo-3-piperidinyl)phenyl]-1-piperidinyl]-2-oxo-ethyl]-4-piperidinyl]-7-isopropoxy-imidazo[1,2-a]pyridine-6-carboxamide FC(C1=CC=CC(=N1)NC(=O)C=1C(=CC=2N(C1)C=C(N2)C2CCN(CC2)CC(=O)N2CCC(CC2)C2=CC=C(C=C2)C2C(NC(CC2)=O)=O)OC(C)C)F